ethyl methyl (4-(5-(trifluoromethyl)-1,2,4-oxadiazol-3-yl)phenyl)phosphonate FC(C1=NC(=NO1)C1=CC=C(C=C1)P(OCC)(OC)=O)(F)F